8-chloro-3-(5-(difluoromethyl)-1,3,4-thiadiazol-2-yl)-N-(1,2-dimethylcyclopropyl)imidazo[1,2-a]pyridine-6-sulfonamide ClC=1C=2N(C=C(C1)S(=O)(=O)NC1(C(C1)C)C)C(=CN2)C=2SC(=NN2)C(F)F